methyl 4-hydroxybenzoate methyl-4-(3-chloropropoxy)benzoate COC(C1=CC=C(C=C1)OCCCCl)=O.OC1=CC=C(C(=O)OC)C=C1